Cl.N[C@H]1C[C@H](CC1)C(=O)OC (1S,3R)-Methyl 3-aminocyclopentanecarboxylate hydrochloride